CS(=O)(=O)C1CC(C1)N 3-(methylsulfonyl)cyclobutan-1-amine